tert-butyl (S)-6-((3-chloro-2-fluorobenzyl) carbamoyl)-5-azaspiro[2.4]heptane-5-carboxylate ClC=1C(=C(CNC(=O)[C@H]2N(CC3(CC3)C2)C(=O)OC(C)(C)C)C=CC1)F